7-(2,8-dimethylimidazo[1,2-b]pyridazin-6-yl)-2-[(3s,4r)-3-fluoro-4-piperidinyl]thiazolo[3,2-a]pyrimidin-5-one CC=1N=C2N(N=C(C=C2C)C=2N=C3N(C(C2)=O)C=C(S3)[C@H]3[C@@H](CNCC3)F)C1